tert-butyl N-[(3S)-1-[4-iodo-6-(morpholin-4-yl)pyridin-2-yl]piperidin-3-yl]carbamate IC1=CC(=NC(=C1)N1CCOCC1)N1C[C@H](CCC1)NC(OC(C)(C)C)=O